C(C)OCC=1N(C(=C(N1)I)C1=CC=CC=C1)CC(C)C 2-(ethoxymethyl)-4-iodo-1-(2-methylpropyl)-5-phenyl-1H-imidazole